O=C1NC2=C(C=CC=C2C1)C(=O)N 2-oxo-indoline-7-carboxamide